FC(COC1=NC=CC(=C1)CNC(=O)NCC1(CC1)C(F)(F)F)(F)F 1-((2-(2,2,2-Trifluoroethoxy)pyridin-4-yl)methyl)-3-((1-(trifluoromethyl)cyclopropyl)methyl)urea